N1C=CC=2C1=CN=C(C2)C2CCN(CC2)S(=O)(=O)C2=CC1=C(N=CS1)C=C2 6-((4-(1H-pyrrolo[2,3-c]pyridin-5-yl)piperidin-1-yl)sulfonyl)benzo[d]thiazole